benzothioic O-acid C(C1=CC=CC=C1)(O)=S